C1(=CC(=CC=C1)C1=NC(=NN1C)CN1CCCC1)C1=CC=CC=C1 5-([1,1'-biphenyl]-3-yl)-1-methyl-3-(pyrrolidin-1-ylmethyl)-1H-1,2,4-triazole